(2R,4S)-N-{(2S)-1-amino-1-oxo-3-[(3S)-2-oxopyrrolidin-3-yl]propan-2-yl}-4-tert-butyl-1-{N-[(trifluoromethyl)sulfonyl]-L-valyl}piperidine-2-carboxamide NC([C@H](C[C@H]1C(NCC1)=O)NC(=O)[C@@H]1N(CC[C@@H](C1)C(C)(C)C)C([C@@H](NS(=O)(=O)C(F)(F)F)C(C)C)=O)=O